((2-(trimethylsilyl)ethoxy)methyl)phthalazin-1-one C[Si](CCOCC1=NNC(C2=CC=CC=C12)=O)(C)C